CC(N)(C1(CC1)COC=1N=C(C2=C(N1)CNC2)OCC2=C(C=CC=C2)[N+](=O)[O-])C dimethyl-1-(1-(((4-((2-nitrobenzyl)oxy)-6,7-dihydro-5H-pyrrolo[3,4-d]pyrimidin-2-yl)oxy)methyl)cyclopropyl)methanamine